NCCCNC1=CC=C(C=C1)C(C(=O)N[C@@H](C(=O)NCC1=CC=C(C=C1)O)CCCN\C(=N/C(NCCNC(CC)=O)=O)\N)C1=CC=CC=C1 (2R)-2-(2-(4-((3-aminopropyl)amino)phenyl)-2-phenylacetamido)-N-(4-hydroxybenzyl)-5-((Z)-2-((2-propionamidoethyl)carbamoyl)guanidino)-pentanamide